NC1=NC(=NC=C1OC)OC 4-amino-2,5-dimethoxypyrimidine